tert-Butyl (1-(3-methoxybenzyl)pyrrolidin-3-yl)carbamate COC=1C=C(CN2CC(CC2)NC(OC(C)(C)C)=O)C=CC1